C(C(C)C)C1=CC=C(C=C1)NC1=NC=C(C=N1)NC(C1=CC=NC=C1)=O N-(2-((4-isobutylphenyl)amino)pyrimidin-5-yl)isonicotinamide